C1(CC1)C1=NN(C=C1C(=O)N)CC(F)F 3-cyclopropyl-1-(2,2-difluoroethyl)-1H-pyrazole-4-carboxamide